(3R,5R)-dihydroxyhexanoate OC(C(=O)[O-])(CCCC)O